C(C)(=O)[O-].C(CCCCCCC)N1C=[N+](C=C1)CCCCCCCC 1,3-dioctylimidazolium acetate